2-{[3,5-bis(trifluoromethyl)phenyl] carbamoyl}-4-chlorophenyl phosphate bis-meglumine salt N(C)C[C@H](O)[C@@H](O)[C@H](O)[C@H](O)CO.N(C)C[C@H](O)[C@@H](O)[C@H](O)[C@H](O)CO.P(=O)(OC1=C(C=C(C=C1)Cl)C(NC1=CC(=CC(=C1)C(F)(F)F)C(F)(F)F)=O)(O)O